(3R,4R)-1-cyclopentyl-4-{[3-(2,4-difluoro-phenyl)-isoxazole-5-carbonyl]-amino}-piperidine-3-carboxylic acid ((1R,2S)-2-phenyl-cyclopropyl)-amide C1(=CC=CC=C1)[C@H]1[C@@H](C1)NC(=O)[C@@H]1CN(CC[C@H]1NC(=O)C1=CC(=NO1)C1=C(C=C(C=C1)F)F)C1CCCC1